sulfomaleic acid S(=O)(=O)(O)/C(/C(=O)O)=C/C(=O)O